C1=CC(=CC2=C1C=CC(=C2O)O)O 2,7-dihydroxynaphthol